1-[4-methyl-5-(4,4,5,5-tetramethyl-1,3,2-dioxaborolan-2-yl)pyridin-2-yl]butan-1-one CC1=CC(=NC=C1B1OC(C(O1)(C)C)(C)C)C(CCC)=O